COC1=C(C=CC(=C1)NC(=O)C1(CCCC1)C1=NC=C(C=C1)Cl)NC(C1=CC(=CC=C1)Cl)=O N-(2-methoxy-4-(1-(5-chloropyridin-2-yl)cyclopentane-1-carboxamido)phenyl)-3-chlorobenzamide